methyl 3-amino-2-(benzylamino)-3-methylbutyrate NC(C(C(=O)OC)NCC1=CC=CC=C1)(C)C